ClC=1N=NC(=C(N1)Cl)CC1=CC=C(C=C1)F 3,5-dichloro-6-(4-fluorophenylmethyl)-1,2,4-triazine